C(C(C(C(C(C(C(CCCCCCC)O)(O)O)(O)O)(O)O)(O)O)(O)O)(O)(O)O tetradecanetetradecol